1-(3,5-dichloro-4-((6,7-dichloro-4-oxo-3,4-dihydro-phthalazin-1-yl)oxy)phenyl)-2,4-dioxo-1,2,3,4-tetrahydropyrimidine-5-carbonitrile ClC=1C=C(C=C(C1OC1=NNC(C2=CC(=C(C=C12)Cl)Cl)=O)Cl)N1C(NC(C(=C1)C#N)=O)=O